N1=CC=CC2=CC=CN=C12.[B] boron naphthyridine